tert-butyl 3-methyl-6-[6-oxo-5-(2-trimethylsilylethoxymethyl)-1,5-naphthyridin-2-yl]-3,4-dihydro-2H-pyridine-1-carboxylate CC1CN(C(=CC1)C1=NC=2C=CC(N(C2C=C1)COCC[Si](C)(C)C)=O)C(=O)OC(C)(C)C